P(=O)(O)(O)O[C@]1([C@H]([C@@](O[C@@H]1CO)(N1C=NC=2C(=O)NC(N)=NC12)C)O)C methyl-3'-methyl-guanosine-3'-phosphate